N-(3-Cyano-4-methyl-1H-indol-7-yl)-1-ethyl-5-fluoro-pyrazol-4-sulfonamid C(#N)C1=CNC2=C(C=CC(=C12)C)NS(=O)(=O)C=1C=NN(C1F)CC